N-(6-acetyl-2,3-dimethylphenyl)picolinic acid amide C(C)(=O)C1=CC=C(C(=C1NC(C1=NC=CC=C1)=O)C)C